3-(1-oxo-6-(3-oxoazetidin-1-yl)-3,4-dihydroisoquinoline-2(1H)-yl)piperidine-2,6-dione O=C1N(CCC2=CC(=CC=C12)N1CC(C1)=O)C1C(NC(CC1)=O)=O